BrC=1C=C2CCN(C(C2=CC1)=O)C=1C=CC(=C(C1)NS(=O)(=O)C)O[Si](C)(C)C(C)(C)C N-(5-(6-bromo-1-oxo-3,4-dihydroisoquinolin-2(1H)-yl)-2-((tert-butyldimethylsilyl)oxy)phenyl)methanesulfonamide